CC1=C(C=C2C=CN=CC2=C1)C1CCN(CC1)C1(COC1)C 7-methyl-6-(1-(3-methyloxetan-3-yl)piperidin-4-yl)isoquinolin